BrC=1C=C(C2=C(N(C(=N2)C)[C@H]2[C@@](CCC2)(O)C)C1)F (1R,2R)-2-(6-bromo-4-fluoro-2-methyl-1H-benzo[d]imidazol-1-yl)-1-methylcyclopentan-1-ol